N-((4-(3-cyclopropyl-1,2,4-oxadiazol-5-yl)bicyclo[2.2.2]octan-1-yl)methyl)-N-(3-(2-(methoxymethyl)thiazol-4-yl)phenyl)cyclohexanecarboxamide C1(CC1)C1=NOC(=N1)C12CCC(CC1)(CC2)CN(C(=O)C2CCCCC2)C2=CC(=CC=C2)C=2N=C(SC2)COC